3-hydroxy-3,7-dimethyl-1,6-octadiene OC(C=C)(CCC=C(C)C)C